N-(phenyl(o-tolyl)methyl)-2-oxo-6-(trifluoromethyl)-1,2-dihydropyridine-3-carboxamide C1(=CC=CC=C1)C(NC(=O)C=1C(NC(=CC1)C(F)(F)F)=O)C1=C(C=CC=C1)C